5-(3-hydroxyphenyl)-N-propyl-2-(4-(trifluoromethyl)phenyl)Oxazole-4-carboxylic acid amide OC=1C=C(C=CC1)C1=C(N=C(O1)C1=CC=C(C=C1)C(F)(F)F)C(=O)NCCC